perfluoro(3-pentanone) FC(C(C(C(C(F)(F)F)(F)F)=O)(F)F)(F)F